C(C=C)(=O)N1CCN(CC1)C1=NC=NC2=CC=C(C=C12)C=1C=C(C(=NC1)OC)NS(=O)(=O)C1=C(C=CC=C1F)F N-(5-(4-(4-propenoylpiperazin-1-yl)quinazolin-6-yl)-2-methoxypyridin-3-yl)-2,6-difluorobenzenesulfonamide